S1C=NC=C1C(=O)OCCCN1N=C(C=2C(NCC3(CCOCC3)CC21)=O)CC 3-(3-ethyl-4-oxo-spiro[6,8-dihydro-5H-pyrazolo[4,3-c]azepine-7,4'-tetrahydropyran]-1-yl)propyl thiazole-5-carboxylate